tert-butyl 2-[1-(6-chloro-2-ethylsulfanyl-4-oxo-chromen-8-yl)ethylamino]benzoate ClC=1C=C2C(C=C(OC2=C(C1)C(C)NC1=C(C(=O)OC(C)(C)C)C=CC=C1)SCC)=O